2-bromo-N-(5-(4-fluorophenoxy)pyridin-2-yl)-2-methylpropanamide BrC(C(=O)NC1=NC=C(C=C1)OC1=CC=C(C=C1)F)(C)C